2-(2-((3r,4r)-3-amino-4-fluoropiperidin-1-yl)-5,6-difluoro-1H-benzo[d]imidazol-1-yl)-N-cyclopropyl-N-(1,1-dioxotetrahydrothiophen-3-yl)acetamide N[C@@H]1CN(CC[C@H]1F)C1=NC2=C(N1CC(=O)N(C1CS(CC1)(=O)=O)C1CC1)C=C(C(=C2)F)F